C(C)O[Si](CCCN1C=NCC1)(OCC)OCC N-(3-Triethoxysilyl-Propyl)-4,5-Dihydroimidazole